p-trifluoromethoxybenzeneacetonitrile FC(OC1=CC=C(C=C1)CC#N)(F)F